O=C1NC(CCC1NC1=C(CN2CCN(CC2)C2CCN(CC2)C2=CC=C(C(=O)NC3=CC(=C(C=C3)C)NC3=NC=CC(=N3)C=3C=NC=CC3)C=C2)C=CC=C1)=O 4-(4-(4-(2-((2,6-dioxopiperidin-3-yl)amino)benzyl)piperazin-1-yl)piperidin-1-yl)-N-(4-methyl-3-((4-(pyridin-3-yl)pyrimidin-2-yl)amino)phenyl)benzamide